C1(CC1)C(C)N[C@@H]1[C@H](CCCC1)CC=1C=C2CN(C(C2=CC1)=O)C1C(NC(CC1)=O)=O 3-(5-(((1R,2S)-2-((1-cyclopropylethyl)amino)cyclohexyl)methyl)-1-oxoisoindolin-2-yl)piperidine-2,6-dione